ClC1=C(N)C=C(C=C1)CN1N=NC(=C1)C1=C(N=C2N1C=CC=C2)C2=CC=C(C=C2)Cl 2-Chloro-5-((4-(2-(4-chlorophenyl)imidazo[1,2-a]pyridin-3-yl)-1H-1,2,3-triazol-1-yl)methyl)anilin